O=C1N(C=2C(=NC=CC2)N1)C1CCN(CC1)C(=O)O[C@@H]1CC[C@H]([C@@H](C=2C1=NC=CC2)O)C2=C(C(=CC=C2)F)F (5S,6S,9R)-6-(2,3-difluorophenyl)-5-hydroxy-6,7,8,9-tetrahydro-5H-cyclohepta[b]pyridin-9-yl 4-(2-oxo-2,3-dihydro-1H-imidazo[4,5-b]pyridin-1-yl)piperidine-1-carboxylate